N=1C=NN2C1C=CC(=C2)C2=CC(=NN2C2=NC(=CC=C2)C)CC(=O)NC2=CC=C(C=C2)N(C)C 5-([1,2,4]Triazolo[1,5-a]pyridin-6-yl)-N-(4-(dimethylamino)phenyl)-1-(6-methyl-pyridin-2-yl)-1H-pyrazol-3-carboxyamid